(S)-3-(2-(3-(ethoxymethyl)-3-(2-(5-fluoropyridin-2-yl)ethyl)pyrrolidin-1-yl)propan-2-yl)quinoline C(C)OC[C@@]1(CN(CC1)C(C)(C)C=1C=NC2=CC=CC=C2C1)CCC1=NC=C(C=C1)F